NC=1SC2=C(N1)C(=CC=C2C(F)(F)F)B(O)O (2-amino-7-(trifluoromethyl)benzo[D]thiazol-4-yl)boronic acid